(R)-5-((1-(cyclobutyl(methyl)amino)propan-2-yl)oxy)-N-(5-fluoroquinolin-6-yl)-7-(1-methyl-1H-pyrazol-4-yl)quinazolin-4-amine C1(CCC1)N(C[C@@H](C)OC1=C2C(=NC=NC2=CC(=C1)C=1C=NN(C1)C)NC=1C(=C2C=CC=NC2=CC1)F)C